FC1=C(C=CC(=C1COC=1C=C2C(=NC1)NN=C2C(F)(F)F)F)NS(=O)(=O)C=2C(=NC=C(C2)F)OC N-[2,4-difluoro-3-([[3-(trifluoromethyl)-1H-pyrazolo[3,4-b]pyridin-5-yl]oxy]methyl)phenyl]-5-fluoro-2-methoxypyridine-3-sulfonamide